3-[4-(Fluoromethoxy)phenyl]-4-[4-[(3S)-1-(3-fluoropropyl)pyrrolidin-3-yl]oxyphenyl]-2H-thiochromen-7-ol FCOC1=CC=C(C=C1)C=1CSC2=CC(=CC=C2C1C1=CC=C(C=C1)O[C@@H]1CN(CC1)CCCF)O